C(C1=CC=CC=C1)OC(N[C@@H](CC1=CC=CC=C1)CC(S(=O)(=O)C1=CC=CC=C1)(S(=O)(=O)C1=CC=CC=C1)F)=O (S)-(4-fluoro-1-phenyl-4,4-bis(phenylsulfonyl)-2-butyl)carbamic acid benzyl ester